ethyl 3-(3,4-difluoro-2-methoxyphenyl)-5-(trifluoromethyl)furan-2-carboxylate FC=1C(=C(C=CC1F)C1=C(OC(=C1)C(F)(F)F)C(=O)OCC)OC